6-(3-chloro-4-(cyclopropoxymethyl)phenyl)pyrimidine-4-carboxylic acid ClC=1C=C(C=CC1COC1CC1)C1=CC(=NC=N1)C(=O)O